1-(4-(difluoromethoxy)phenyl)-3-(4-methoxyphenyl)-7-(2,2,2-trifluoroethylamino)-1,8-naphthyridin-2(1H)-one FC(OC1=CC=C(C=C1)N1C(C(=CC2=CC=C(N=C12)NCC(F)(F)F)C1=CC=C(C=C1)OC)=O)F